ClC=1N=C2C(=C(C(N(C2=CC1)C)=O)C#N)N1C[C@H]([C@H](CC1)NC1=CC=C(C=C1)OC(F)(F)F)C 6-chloro-1-methyl-4-[(3R,4S)-3-methyl-4-{[4-(trifluoromethoxy)phenyl]amino}piperidin-1-yl]-2-oxo-1,2-dihydro-1,5-naphthyridine-3-carbonitrile